C1(CCCCC1)C1OCCCC1 cyclohexyloxane